isochroman-7-amine C1OCCC2=CC=C(C=C12)N